2-(1-acryloyl-4-(8-chloro-4-(3-(dimethylamino)azetidin-1-yl)-6-fluoro-7-(2-fluorophenyl)-1H-imidazo[4,5-c]quinolin-1-yl)piperidin-2-yl)acetonitrile C(C=C)(=O)N1C(CC(CC1)N1C=NC=2C(=NC=3C(=C(C(=CC3C21)Cl)C2=C(C=CC=C2)F)F)N2CC(C2)N(C)C)CC#N